[O-]S(=O)(=O)C(F)(F)F.C(#N)C[NH+]1CCCC1 N-(cyanomethyl)pyrrolidinium triflate